O=C1NC(CCC1N1C(C2=CC=C(C=C2C1=O)N1CCC(CC1)N1N=CC(=C1)C1=CC=C(C=C1)N(C(C)=O)C1CCC(CC1)NC1=NC2=CC=CC=C2C=N1)=O)=O N-(4-(1-(1-(2-(2,6-dioxopiperidin-3-yl)-1,3-dioxoisoindolin-5-yl)piperidin-4-yl)-1H-pyrazol-4-yl)phenyl)-N-((1r,4r)-4-(quinazolin-2-ylamino)cyclohexyl)acetamide